N'-(2,5-dimethyl-4-[3-[(1,1,2,2-tetrafluoroethyl)sulfanyl]-phenoxy]phenyl)-N-ethyl-N-methylimidoformamide CC1=C(C=C(C(=C1)OC1=CC(=CC=C1)SC(C(F)F)(F)F)C)N=CN(C)CC